[N+](=O)([O-])C1=NN(C=C1)C=1C=C(C=CC1)O 3-(3-nitropyrazol-1-yl)phenol